C1(=CC(=CC=C1)C1CC(N(C=C1)S(=O)(=O)C1=CC=C(C)C=C1)=O)C 4-(m-tolyl)-1-tosyl-3,4-dihydropyridin-2(1H)-one